4-(4-Cyano-3-hydroxy-6-m-tolyl-pyridin-2-yl)-4-oxo-butyric acid C(#N)C1=C(C(=NC(=C1)C=1C=C(C=CC1)C)C(CCC(=O)O)=O)O